2-(2-(difluoromethoxy)-7-methylquinoxalin-5-yl)-4-vinyl-thiazoleN FC(OC1=NC2=CC(=CC(=C2N=C1)N1SCC(=C1)C=C)C)F